FCCCOS(=O)(=O)C1(C)CC=CC=C1 1-toluenesulfonic acid-3-fluoropropyl ester